(E)-2-(2-hydroxy-4-(3-((4-hydroxyphenethyl)amino)-3-oxoprop-1-en-1-yl)phenoxy)acetic acid OC1=C(OCC(=O)O)C=CC(=C1)\C=C\C(=O)NCCC1=CC=C(C=C1)O